3-(7-(3,3-Dimethylmorpholino)-3-(1-(tetrahydro-2H-pyran-2-yl)-1H-pyrazol-5-yl)pyrazolo[1,5-a]pyrimidin-5-yl)-8-oxa-3-azabicyclo[3.2.1]octane CC1(COCCN1C1=CC(=NC=2N1N=CC2C2=CC=NN2C2OCCCC2)N2CC1CCC(C2)O1)C